ClC=1C(=CC(=NC1)NC(=O)[C@@H]1C[C@@H](CCC1)NC(CC#N)=O)C1=CC2=C(N=C3COCC(N32)(C)C)C(=C1)F (1S,3R)-N-(5-chloro-4-(9-fluoro-4,4-dimethyl-3,4-dihydro-1H-benzo[4,5]imidazo[2,1-c][1,4]oxazin-7-yl)pyridin-2-yl)-3-(2-cyanoacetamido)cyclohexane-1-carboxamide